COC1=C(C(=O)NC2C(CCCC2)OC)C(=CC(=C1)N1C=NC2=C1C=CC(=C2)C=2C=NN(C2)C)OC 2,6-dimethoxy-N-(2-methoxy-cyclohexyl)-4-[5-(1-methylpyrazol-4-yl)benzimidazol-1-yl]benzamide